ClC=1C(=CC=2N(C1)C(=CN2)C2=NC(=NC=C2)N2C[C@@H](O[C@H](C2)C=2C=NNC2)C)F (2S,6S)-4-(4-(6-chloro-7-fluoroimidazo[1,2-a]pyridin-3-yl)pyrimidin-2-yl)-2-methyl-6-(1H-pyrazol-4-yl)morpholine